10,10',10''-(6'-(1-methyl-1H-benzo[d]imidazol-2-yl)-[1,1':2',1''-terphenyl]-3',4',5'-triyl)tris(5-methyl-5,10-dihydrophenazine) CN1C(=NC2=C1C=CC=C2)C=2C(=C(C(=C(C2C2=CC=CC=C2)C2=CC=CC=C2)N2C1=CC=CC=C1N(C=1C=CC=CC21)C)N2C1=CC=CC=C1N(C=1C=CC=CC21)C)N2C1=CC=CC=C1N(C=1C=CC=CC21)C